N=1C(=CN2N=CC=CC21)C(=O)[O-] imidazo[1,2-b]pyridazine-2-carboxylate